FC1=CC(=C(OC=2N=NC(=CC2C(=O)OC)I)C=C1)C methyl 3-(4-fluoro-2-methyl-phenoxy)-6-iodo-pyridazine-4-carboxylate